2-difluoromethoxy-5-chlorobromobenzene FC(OC1=C(C=C(C=C1)Cl)Br)F